CC1=CC=C(C=N1)C1=CNC2=NC=C(C=C21)C=2C=C1CCOCC1=C(C2)[C@H]2N(CCC2)C(=O)[O-] (S)-2-(6-(3-(6-methylpyridin-3-yl)-1H-pyrrolo[2,3-b]pyridin-5-yl)isochroman-8-yl)pyrrolidine-1-carboxylate